C(C)(C)(C)C1=NC(=NO1)C1=CC=C(C=C1)C(=O)N1CC2(C1)CC(C2)N2N=C(N=C2)CC [4-(5-tert-butyl-1,2,4-oxadiazol-3-yl)phenyl]-[6-(3-ethyl-1,2,4-triazol-1-yl)-2-azaspiro[3.3]heptan-2-yl]methanone